CC(C)C1=CC=C(C=C1)C(=O)OOC(C1=CC=CC=C1)=O Benzoyl 4-propan-2-ylbenzenecarboperoxoate